BrC1=CC=C(C=C1)NC(=O)NC1=CC(=C(C=C1)OC)C=1N(N=CC1F)C 1-(4-Bromo-phenyl)-3-[3-(4-fluoro-2-methyl-2H-pyrazol-3-yl)-4-methoxy-phenyl]-urea